CO[Si](OC)(OC)SSCCC trimethoxysilylpropyl disulfide